(1r,3r)-3-((4-methoxy-5-(1-(2,2,2-trifluoroethyl)-1H-benzo[d][1,2,3]triazol-6-yl)pyrrolo[2,1-f][1,2,4]triazin-2-yl)amino)-1-methylcyclobutan-1-ol COC1=NC(=NN2C1=C(C=C2)C=2C=CC1=C(N(N=N1)CC(F)(F)F)C2)NC2CC(C2)(O)C